1-[4-(2,2-dimethoxy-ethoxy)-phenyl]-1H-imidazole COC(COC1=CC=C(C=C1)N1C=NC=C1)OC